1-isopropyl{2-methyl-[[[1-(4-methylphenyl)-ethyl]-amino]-carbonyl]-propyl}carbamate C(C)(C)OC(NCC(CC(=O)NC(C)C1=CC=C(C=C1)C)C)=O